ethyl N-(6-(5-aminopyridin-2-yl)-3-(trifluoromethyl)imidazo[1,2-b]pyridazin-8-yl)-N-(4-methoxybenzyl)glycinate NC=1C=CC(=NC1)C=1C=C(C=2N(N1)C(=CN2)C(F)(F)F)N(CC(=O)OCC)CC2=CC=C(C=C2)OC